ClC1=CC(=C(C(=O)O)C=C1)[N+](=O)[O-] 4-chloro-2-Nitrobenzoic acid